9,10-bis(n-butoxycarbonyloctadecenyleneoxy)anthracene C(CCC)OC(=O)C=CCCCCCCCCCCCCCCCCOC=1C2=CC=CC=C2C(=C2C=CC=CC12)OCCCCCCCCCCCCCCCCC=CC(=O)OCCCC